1-ethyl-3-(3'-dimethylaminopropyl)-carbodiimide Hydrochloride Cl.C(C)N=C=NCCCN(C)C